[Al](Cl)(Cl)Cl.C(C)C1=C(C(=O)C2=C(C(=O)O)C=CC=C2)C=CC=C1 2-ethylbenzoyl-benzoic acid aluminum trichloride